C(=C)C=1C(=NC2=C(C=CC=C2C1)C(F)(F)F)C(F)(F)F vinyl-2,8-bis(trifluoromethyl)quinoline